(2-acryloyloxyethyl)-N,N,N-trimethylammonium chloride [Cl-].C(C=C)(=O)OCC[N+](C)(C)C